Pentachloropentanoic acid ClC(C(C(C(=O)O)(Cl)Cl)(Cl)Cl)C